(2-((1-(1-(1-fluorocyclopropanecarbonyl)piperidin-4-yl)-1H-pyrazol-4-yl)amino)-5-methylpyrimidin-4-yl)benzoic acid methyl ester COC(C1=C(C=CC=C1)C1=NC(=NC=C1C)NC=1C=NN(C1)C1CCN(CC1)C(=O)C1(CC1)F)=O